C(C)(C)(C)C1=NN(C=C1)C=1C=NC=CC1CNC1=C2N=CN(C2=NC(=N1)Cl)C(C)C N-((3-(3-(tert-butyl)-1H-pyrazol-1-yl)pyridin-4-yl)methyl)-2-chloro-9-isopropyl-9H-purin-6-amine